P(OCC)(OC(C1=C(C=C(C=C1C)C)C)=O)=O ethyl (2,4,6-trimethylbenzoyl) phosphonate